CC1C=NC(=CC1)C=1C=CC2=C(N=C(S2)C2C[C@H](N([C@H](C2)C)C)C)C1 3-methyl-6-(2-((2R,4r,6S)-1,2,6-trimethylpiperidin-4-yl)benzo[d]thiazol-5-yl)-3,4-dihydropyridine